CN1C[C@H](OCC1)CNC=1N=C(C2=C(N1)CN(C2)C#N)C2=CC=CC=C2 (R)-2-(((4-methylmorpholin-2-yl)methyl)amino)-4-phenyl-5,7-dihydro-6H-pyrrolo[3,4-d]pyrimidine-6-carbonitrile